ethyl 2-ethyl-4,4-difluoropentanoate C(C)C(C(=O)OCC)CC(C)(F)F